4-(2-aminothiazol-5-yl)-2-isopropoxybenzonitrile NC=1SC(=CN1)C1=CC(=C(C#N)C=C1)OC(C)C